N-methyl-N-((1-(m-tolyl)-1H-tetrazol-5-yl)methyl)cyclohexylamine CN(CC1=NN=NN1C=1C=C(C=CC1)C)C1CCCCC1